(tert-butyldiphenylsilyl)serine tert-butyl-5-(2-amino-5-methoxy-4-pyridyl)-2,3,4,7-tetrahydroazepine-1-carboxylate C(C)(C)(C)C1N(CC=C(CC1)C1=CC(=NC=C1OC)N)C(=O)OC[C@H](N[Si](C1=CC=CC=C1)(C1=CC=CC=C1)C(C)(C)C)C(=O)O